C(C(C)(C)C)(=O)N[C@@H](C(=O)N[C@H](CC1=CC=CC=C1)C(=O)O)CC=1C=C(C=CC1)C ((R)-2-pivalamidyl-3-(m-tolyl)propionyl)-D-phenylalanine